(R)-4-(7-chloro-8-fluoro-2-(((2R,7aS)-2-fluorotetrahydro-1H-pyrrolizin-7a(5H)-yl)methoxy)pyrido[4,3-d]pyrimidin-4-yl)-6-methyl-1,4-oxazepan-6-ol ClC1=C(C=2N=C(N=C(C2C=N1)N1CCOC[C@@](C1)(O)C)OC[C@]12CCCN2C[C@@H](C1)F)F